CC(C(=O)N)CSSC1=CC=C(C=C1)N=[N+]=[N-] methyl-3-[(p-azidophenyl)dithio]propioamide